N-(3-chloro-2-fluorophenylmethyl)-2-(isopropylamino)acetylAmine ClC=1C(=C(C=CC1)CNC(CNC(C)C)=O)F